NC1=C(C=C(C=C1)C(=O)OC)NC[C@H]1N(CC1)C(=O)OC(C)(C)C tert-Butyl (S)-2-(((2-amino-5-(methoxycarbonyl)phenyl)amino)methyl)azetidine-1-carboxylate